aluminum pyromellitic acid C(C=1C(C(=O)O)=CC(C(=O)O)=C(C(=O)O)C1)(=O)O.[Al]